C[C@]1(CCCC=2C=CC(=NC12)NC1=CC2=C(C=N1)SC(=N2)C2=NC=CC=C2C)N (8R)-8-methyl-N2-[2-(3-methylpyridin-2-yl)-[1,3]thiazolo[5,4-c]pyridin-6-yl]-5,6,7,8-tetrahydroquinoline-2,8-diamine